6'-chloro-5-fluoro-[2,3'-bipyridine]-4'-amine ClC1=CC(=C(C=N1)C1=NC=C(C=C1)F)N